tert-Butyl (S)-3-(((benzyloxy)carbonyl)amino)-4-oxo-4,6,7,8-tetra-hydropyrrolo[1,2-a]pyrimidine-6-carboxylate C(C1=CC=CC=C1)OC(=O)NC1=CN=C2N(C1=O)[C@@H](CC2)C(=O)OC(C)(C)C